(S)-N-(4-hydroxy-3-methoxybenzyl)-2-phenylpropionamide OC1=C(C=C(CNC([C@@H](C)C2=CC=CC=C2)=O)C=C1)OC